tert-butyl (3S,4R)-4-((6-((5-(difluoromethoxy)-1H-pyrazol-3-yl)amino)pyrazin-2-yl)oxy)-3-methoxypiperidine-1-carboxylate FC(OC1=CC(=NN1)NC1=CN=CC(=N1)O[C@H]1[C@H](CN(CC1)C(=O)OC(C)(C)C)OC)F